C(C1=CC=CC=C1)OC(=O)N1C[C@@H]([C@@H](CC1)O)NC(=O)OC(C)(C)C (3S,4R)-3-((t-butoxycarbonyl)amino)-4-hydroxypiperidine-1-carboxylic acid benzyl ester